CC1(C=CC=C(N1)C1=NC=CC=C1)C 6,6-dimethyl-2,2'-bipyridine